COC1=CC=C(C=C1)CN([C@H]1C[C@H](N(C1)C(=O)OC(C)(C)C)C(=O)OC)C(=O)OCC(Cl)(Cl)Cl 1-tert-Butyl 2-methyl (2S,4S)-4-{[(4-methoxyphenyl)methyl][(2,2,2-trichloroethoxy)carbonyl]amino}pyrrolidine-1,2-dicarboxylate